NC1=NC=CC2=CC(=CC=C12)CNC(C1=CN=CC(=C1)C1=C(C=CC=C1)OC)=O N-((1-aminoisoquinolin-6-yl)methyl)-5-(2-methoxyphenyl)nicotinamide